6-Amino-4-chloro-7-(3-methoxy-2,6-dimethylphenyl)-2-methyl-7H-pyrrolo[2,3-d]pyrimidine-5-Formamide NC1=C(C2=C(N=C(N=C2Cl)C)N1C1=C(C(=CC=C1C)OC)C)C(=O)N